NCC(CN1N=CN(C1=O)CCC=1SC(=CC1)C1=CC2=C(OCO2)C=C1)=C(F)F 2-[2-(aminomethyl)-3,3-difluoro-allyl]-4-[2-[5-(1,3-benzodioxol-5-yl)-2-thienyl]ethyl]-1,2,4-triazol-3-one